ClC1=C(C=CC=C1)C1=C(C2=C(N=C(N=C2)NC2=CC=CC=C2)N(C1=O)C)C#C[Si](C(C)C)(C(C)C)C(C)C 6-(2-chlorophenyl)-8-methyl-2-(phenylamino)-5-[2-(triisopropylsilyl)ethynyl]pyrido[2,3-d]pyrimidin-7-one